5-methyl-2-(4-(pyridin-3-yl)phenyl)-4-(4-(4-(trifluoromethoxy)phenoxy)benzyl)oxazole CC1=C(N=C(O1)C1=CC=C(C=C1)C=1C=NC=CC1)CC1=CC=C(C=C1)OC1=CC=C(C=C1)OC(F)(F)F